N-allyl-5-((2-amino-3-fluoropyridin-4-yl)methyl)-3,4-difluoro-2-((2-fluoro-4-methylphenyl)amino)benzamide C(C=C)NC(C1=C(C(=C(C(=C1)CC1=C(C(=NC=C1)N)F)F)F)NC1=C(C=C(C=C1)C)F)=O